(R,Z)-2'-methyl-6'-(5-(3-methylmorpholinyl)-2-oxoindole-3-ylidene)-5',6'-dihydro-1'H-spiro[cyclobutane-1,4'-cyclopenta[b]pyrrole]-3'-carboxylic acid CC1=C(C2=C(N1)\C(\CC21CCC1)=C\1/C(NC2=CC=C(C=C12)N1[C@@H](COCC1)C)=O)C(=O)O